COC=1C=C(OC2=CC=C(C=C2)NC(OCC=2C(=C3C(N(CC3=CC2)C2C(NC(CC2)=O)=O)=O)OC)=O)C=CC1 [2-(2,6-dioxopiperidin-3-yl)-4-methoxy-3-oxo-2,3-dihydro-1H-isoindol-5-yl]methyl N-[4-(3-methoxyphenoxy)phenyl]carbamate